NC1=NC=2C=CC(=CC2C2=C1COC2)C(=O)N(C)[C@H]2COC1=C2C=CC(=C1)C1CC1 4-amino-N-((3R)-6-cyclopropyl-2,3-dihydro-1-benzofuran-3-yl)-N-methyl-1,3-dihydrofuro[3,4-c]quinoline-8-carboxamide